C(C=C)N(CC=C)CCOCCOCCOCCN=[N+]=[N-] N-allyl-N-(2-(2-(2-(2-azidoethoxy)ethoxy)ethoxy)ethyl)prop-2-en-1-amine